2H-tetrazol-2-yl propionate C(CC)(=O)ON1N=CN=N1